CN(C=1C=C2N=C3C=CC(=CC3=NC2=CC1O)S(=O)(=O)O)C 7-(dimethylamino)-8-hydroxyphenazine-2-sulfonic acid